O=C1OC(CC1C1=CC2=C(C(OC2=O)=O)C2=CC=CC=C12)=O 5-(2,5-dioxotetrahydrofuranyl)naphtho[1,2-C]furan-1,3-dione